ammonium peroxymonosulfate S(=O)(=O)(O[O-])[O-].[NH4+].[NH4+]